COC=1C=C(C2=CC=CC=C2C1)C1=CC=2N=CN=CC2C=N1 7-(3-methoxynaphthalen-1-yl)pyrido[4,3-d]pyrimidine